dimethylbis(methoxymethyl)biphenyl CC=1C(=C(C=CC1COC)C1=CC=C(C=C1)COC)C